(R)-2-(4-((1-(Hydroxymethyl)cyclobutyl)amino)-5-oxido-6,7-dihydrothieno[3,2-d]pyrimidin-2-yl)isoindoline-5-carbonitrile OCC1(CCC1)NC=1C2=C(N=C(N1)N1CC3=CC=C(C=C3C1)C#N)CC[S@]2=O